C(CCCCCCC)C(CCCCCCCC)OC(CCCCCCCOC(=O)[C@H]1NCC(C1)O)=O [8-(1-octylnonoxy)-8-oxo-octyl](2S)-4-hydroxypyrrolidine-2-carboxylate